5-methoxy-2-fluorobenzyl chloride COC=1C=CC(=C(CCl)C1)F